C(CC)OC1=C(OC2=C(C1=O)C=CC=C2)C2=CC=C(C=C2)C propoxy-2-(4-methylphenyl)-4H-1-benzopyran-4-one